O=CCCCC=O 1,5-dioxopentan